{1H-pyrrolo[2,3-b]pyridin-5-yl}benzenesulfonamide N1C=CC=2C1=NC=C(C2)C2=C(C=CC=C2)S(=O)(=O)N